N-(4-(morpholin-2-yl)phenyl)-1,4,5,6-tetrahydrocyclopenta[c]pyrazole-3-carboxamide N1CC(OCC1)C1=CC=C(C=C1)NC(=O)C=1C2=C(NN1)CCC2